tert-butylsulfinyl chloride C(C)(C)(C)S(=O)Cl